N1(CCNCC1)CC1=CC=C(C=C1)C=1C=NC(=NC1)N1CCOCC1 4-(5-{4-[(piperazin-1-yl)methyl]phenyl}pyrimidin-2-yl)morpholine